C1=CC=CC=2C3=CC=CC=C3C(C12)COC(=O)N[C@H](C(=O)OC(C)(C)C)CSC(F)(F)F tert-butyl (2R)-2-(9H-fluoren-9-ylmethoxycarbonylamino)-3-(trifluoromethylsulfanyl)propanoate